3-((3S,4S)-4-Amino-3-methyl-2-oxa-8-azaspiro[4.5]-decan-8-yl)-6-((3-chloro-2-oxo-1,2-dihydropyridin-4-yl)thio)pyrazin-2(1H)-on N[C@@H]1[C@@H](OCC12CCN(CC2)C=2C(NC(=CN2)SC2=C(C(NC=C2)=O)Cl)=O)C